FC1=C(COCC2=C(C=C(C=C2)F)F)C=CC(=C1)F 2,4-difluorobenzyl Ether